prenylindole C(C=C(C)C)C=1NC2=CC=CC=C2C1